C1(CCCCC1)CN Cyclohexanmethanamin